6-phenyl-3-N-[4-(trifluoromethyl)phenyl]-1H-pyrazolo[3,4-d]-pyrimidin-3,4-diamin C1(=CC=CC=C1)C1=NC(=C2C(=N1)NN=C2NC2=CC=C(C=C2)C(F)(F)F)N